(R)-2-(3-(4-amino-3-(2-fluoro-4-phenoxyphenyl)-1H-pyrazolo[3,4-d]pyrimidin-1-yl)piperidine-1-carbonyl)-4,4-dimethyl-pent-2-enenitrile NC1=C2C(=NC=N1)N(N=C2C2=C(C=C(C=C2)OC2=CC=CC=C2)F)[C@H]2CN(CCC2)C(=O)C(C#N)=CC(C)(C)C